5-bromo-7-fluoro-2,3-dihydroisoindol-1-one BrC=1C=C2CNC(C2=C(C1)F)=O